(4-((2-azabicyclo[2.1.1]hex-5-yl)amino)-7-bromo-8-fluoro-2-(((S)-1-methylpyrrolidin-2-yl)methoxy)quinolin-6-yl)propionitrile C12NCC(C1NC1=CC(=NC3=C(C(=C(C=C13)C(C#N)C)Br)F)OC[C@H]1N(CCC1)C)C2